C(CCCCCC)C=1C(=C(C=CC1)NC(=O)N)CCCCCCC N-(diheptylphenyl)urea